C(C)(C)(C)C1=CC=C(C=C1)C1=NN=C(O1)N 5-(4-(tert-butyl)phenyl)-1,3,4-oxadiazol-2-amine